C(C)OC(=O)N1CC2(C1)CC(C2)=O.C21(OCCC(C2)C1)CNC(=O)C1CCN(CC1)C(=O)C1=NNC(=C1)C1=CC(=NC=C1Cl)OC N-((2-oxabicyclo[3.1.1]heptan-1-yl)methyl)-1-(5-(5-chloro-2-methoxypyridin-4-yl)-1H-pyrazole-3-carbonyl)piperidine-4-carboxamide ethyl-6-oxo-2-azaspiro[3.3]heptane-2-carboxylate